3-[[3-(bromomethyl)-2-fluoro-phenyl]methyl]-7-[(3-fluoro-2-pyridinyl)oxy]-4-methyl-chromen-2-one BrCC=1C(=C(C=CC1)CC=1C(OC2=CC(=CC=C2C1C)OC1=NC=CC=C1F)=O)F